isoquinoline-2(1H)-ol C1N(C=CC2=CC=CC=C12)O